3-(4-chlorophenyl)-N-((4-ethynylphenyl)sulfonyl)-4-phenyl-4,5-dihydro-1H-pyrazole ClC1=CC=C(C=C1)C1=NN(CC1C1=CC=CC=C1)S(=O)(=O)C1=CC=C(C=C1)C#C